3-phenyl-4-propyl-1-(pyridin-2-yl)-1H-pyrazol-5-ol, hydrochloride Cl.C1(=CC=CC=C1)C1=NN(C(=C1CCC)O)C1=NC=CC=C1